N(=C=S)C=1SC(=C(C1C(=O)C1=CC=C(C=C1)[N+](=O)[O-])C)C (2-isothiocyanato-4,5-dimethylthiophen-3-yl)(4-nitrophenyl)methanone